(R)-(1,3-Dimethyl-azetidin-3-yl)-(3-fluoro-phenyl)-(4-trifluoromethoxy-phenyl)-methanol CN1CC(C1)(C)[C@@](O)(C1=CC=C(C=C1)OC(F)(F)F)C1=CC(=CC=C1)F